[Si](C1=CC=CC=C1)(C1=CC=CC=C1)(C(C)(C)C)OCC(COS(=O)(=O)C(F)(F)F)(F)F [3-[tert-butyl (Diphenyl)silyl]oxy-2,2-difluoropropyl]trifluoromethanesulfonate